(S)-2-((((9H-fluoren-9-yl)methoxy)carbonyl)amino)-3-(4-(1-((2-(trimethylsilyl)ethoxy)methyl)-1H-pyrazol-4-yl)phenyl)propanoic acid C1=CC=CC=2C3=CC=CC=C3C(C12)COC(=O)N[C@H](C(=O)O)CC1=CC=C(C=C1)C=1C=NN(C1)COCC[Si](C)(C)C